1-(2-methyl-1H-inden-4-yl)naphthalene (9H-fluoren-9-yl)methyl-(3-((1-((2,2-diethoxyethyl)(2-methylbutyl)amino)-3-hydroxy-1-oxopropan-2-yl)amino)-3-oxopropyl)carbamate C1=CC=CC=2C3=CC=CC=C3C(C12)CN(C(O)=O)CCC(=O)NC(C(=O)N(CC(CC)C)CC(OCC)OCC)CO.CC=1CC2=CC=CC(=C2C1)C1=CC=CC2=CC=CC=C12